C1(CC1)N(CCC=O)CCO 3-[CYCLOPROPYL(2-HYDROXYETHYL)AMINO]PROPANAL